3-methyl-1,4,6,7-tetra-hydroindazol-5-one CC1=NNC=2CCC(CC12)=O